di-tert-butyl (((S)-1-(tert-butoxy)-6-((R)-2-((tert-butoxycarbonyl)amino)-3-mercaptopropanamido)-1-oxohexan-2-yl)carbamoyl)-L-glutamate C(C)(C)(C)OC([C@H](CCCCNC([C@H](CS)NC(=O)OC(C)(C)C)=O)NC(=O)N[C@@H](CCC(=O)OC(C)(C)C)C(=O)OC(C)(C)C)=O